N1,N3-dibenzyl-2-methyl-cyclohexane-1,3-diamine C(C1=CC=CC=C1)NC1C(C(CCC1)NCC1=CC=CC=C1)C